bromo-2-nitro-1,1'-biphenyl BrC=1C(=C(C=CC1)C1=CC=CC=C1)[N+](=O)[O-]